3-[4-[(1-Isopropyl-4-piperidyl)oxy]anilino]-5-(methylamino)-6-(3-methylimidazo[4,5-c]pyridin-7-yl)pyrazin C(C)(C)N1CCC(CC1)OC1=CC=C(NC=2C=NC(=C(N2)NC)C=2C3=C(C=NC2)N(C=N3)C)C=C1